COC=1N(C(=C(N1)C)C)C(=O)NCCC1=CC=CC=C1 methoxy-4,5-dimethyl-N-phenethyl-1H-imidazole-1-carboxamide